OC1=CC=C(C=C1)[C@@H]1N(C[C@H](CC1)C)C(C(=O)NC=1C=C(C(=NC1)NC(OC(C)(C)C)=O)C)=O tert-butyl N-[5-[[2-[(2R,5S)-2-(4-hydroxyphenyl)-5-methyl-1-piperidyl]-2-oxo-acetyl]amino]-3-methyl-2-pyridyl]carbamate